Racemic-1-(2,4-difluorophenyl)-3-(isoquinolin-4-yl)-2-oxoimidazolidine-4-carbonitrile FC1=C(C=CC(=C1)F)N1C(N([C@H](C1)C#N)C1=CN=CC2=CC=CC=C12)=O |r|